sodium 3-(10H-phenoxazin-10-yl)-propane-1-sulfonate C1=CC=CC=2OC3=CC=CC=C3N(C12)CCCS(=O)(=O)[O-].[Na+]